Cl.N1CC(C1)OC1=CC(=C(C=O)C(=C1)F)F 4-(azetidin-3-oxy)-2,6-difluorobenzaldehyde hydrochloride